N-(5-cyclopropyl-1H-pyrazol-3-yl)-2-(1-(3,5-difluorophenyl)-1H-pyrazol-3-yl)propanamide C1(CC1)C1=CC(=NN1)NC(C(C)C1=NN(C=C1)C1=CC(=CC(=C1)F)F)=O